ClC1=C(C(=O)N)C(=CC(=N1)Cl)Cl 2,4,6-Trichloronicotinamide